7-hydroxy-6-methoxy-4-methyl-3-(3-morpholino-3-oxopropyl)-2-oxo-2H-chromene-8-carbaldehyde OC1=C(C=C2C(=C(C(OC2=C1C=O)=O)CCC(=O)N1CCOCC1)C)OC